C(C)(=O)O[C@@H]1C(O[C@H]([C@H]([C@H]1OC(C)=O)OC(C)=O)C)F (3s,4r,5r,6s)-2-fluoro-6-methyltetrahydro-2H-pyran-3,4,5-triyl triacetate